tert-butyl N-[(1S)-1-[5-[2-[3-[2-(2-hydroxyethoxy)ethoxy]propyl]-6-(trifluoromethyl)-4-pyridyl]-4-methyl-2-pyridyl]ethyl]carbamate OCCOCCOCCCC1=NC(=CC(=C1)C=1C(=CC(=NC1)[C@H](C)NC(OC(C)(C)C)=O)C)C(F)(F)F